ClC=1CC(C=2N(C=NC2N1)I)(N)Cl 2,6-dichloro-7-iodo-deazaadenine